dioxo(tetrahydro-1H-pyrrol-3-yl-λ6-sulfanyl)-1-[4-(trifluoromethyl)pyridin-2-yl]piperazine O=C1NC(C(N(C1)C1=NC=CC(=C1)C(F)(F)F)[SH4]C1CNCC1)=O